2-amino-2-(hydroxymethyl)propane-1,3-diol 3-(5-chloro-6-(2-methoxyethoxy)-2-oxobenzo[d]oxazol-3(2H)-yl)propanoate ClC=1C(=CC2=C(N(C(O2)=O)C(C(=O)OCC(CO)(CO)N)C)C1)OCCOC